ClCC1=CN=C(S1)NC(C)=O N-(5-(chloromethyl)thiazol-2-yl)acetamide